piperazine-1-carboxylic acid tert-butylButyl ester C(C)(C)(C)C(CCC)OC(=O)N1CCNCC1